C(#N)CCNS(=O)(=O)C1=CC=C(C(=O)NC=2SC3=C(N2)C=CC(=C3)O)C=C1 4-[N-(2-cyanoethyl)sulfamoyl]-N-(6-hydroxybenzothiazol-2-yl)benzamide